CC1=CC=CC2=C1C1=C(CC(C2)=O)C=CC=C1C 1,11-dimethyl-5,7-dihydro-dibenzo(a,c)cyclohepten-6-one